CS(=O)(=O)OC[C@@H](C(=O)N1CCN(CC1)C1=C(C=C(C=C1)F)F)NC(=O)OC(C)(C)C (S)-2-((tert-butoxycarbonyl)amino)-3-(4-(2,4-difluorophenyl)piperazin-1-yl)-3-oxopropyl methanesulfonate